ClC=1C=C(C=CC1)C(=O)N1CCC2(C(N3[C@H](O2)CC[C@H]3C3=CC(=CC(=C3)F)F)=O)CC1 (5'S,7a'R)-1-(3-chloro-benzene-1-carbonyl)-5'-(3,5-difluoro-phenyl)tetrahydro-3'H-spiro[piperidine-4,2'-pyrrolo[2,1-b]-[1,3]oxazol]-3'-one